bis(3,5-di-tert-butyl-4-hydroxylphenyl)adipate C(C)(C)(C)C=1C=C(C=C(C1O)C(C)(C)C)OC(CCCCC(=O)OC1=CC(=C(C(=C1)C(C)(C)C)O)C(C)(C)C)=O